2-(4-bromophenyl)-6-((2-fluoro-4-(trifluoromethyl)phenyl)carbamoyl)-4-((3-methyloxetan-3-yl)methoxy)cyclohexane-1-carboxylic acid BrC1=CC=C(C=C1)C1C(C(CC(C1)OCC1(COC1)C)C(NC1=C(C=C(C=C1)C(F)(F)F)F)=O)C(=O)O